FC=1C=CC(=C(C1)[C@@H](NC(C1=CC(=CC(=C1)C1=NC=C(C=N1)N1CCC(CC1)NC)C)=O)C=1NC2=CC=CC=C2C1)O (R)-N-((5-fluoro-2-hydroxyphenyl)(1H-indole-2-yl)methyl)-3-methyl-5-(5-(4-(methylamino)piperidine-1-yl)pyrimidine-2-yl)benzamide